C1(CCCCC1)C=1C(=C(C=C(C1)C)CC1=C(C(=CC(=C1)C)C1CCCCC1)O)O bis(3-cyclohexyl-2-hydroxy-5-methylphenyl)methane